BrC1=CC2=C(SCC(N2)=O)C=C1 6-bromo-2H-benzo[b][1,4]thiazin-3(4H)-one